2,5-Dimethyl-2,5-di-(tert-butylperoxy)hexan CC(C)(CCC(C)(OOC(C)(C)C)C)OOC(C)(C)C